5-[(5-{3-[(1R)-1-(azetidine-3-yl)ethoxy]-5-methoxypyridin-4-yl}-1H-pyrazole-3-yl)amino]pyrazine-2-Carbonitrile N1CC(C1)[C@@H](C)OC=1C=NC=C(C1C1=CC(=NN1)NC=1N=CC(=NC1)C#N)OC